FC1=C(C=C(C=C1)NC(=O)[C@H]1[C@H]2C[C@@H]([C@@H]([C@@H]1C=1C(=NN(C1)C)C(F)(F)F)O2)O)C(F)(F)F |r| rac-(1r,2r,3s,4r,5s)-N-(4-fluoro-3-(trifluoromethyl)phenyl)-5-hydroxy-3-(1-methyl-3-(trifluoromethyl)-1H-pyrazol-4-yl)-7-oxabicyclo[2.2.1]heptane-2-carboxamide